3-amino-5-bromo-6-chloropicolinonitrile NC=1C(=NC(=C(C1)Br)Cl)C#N